3-hydroxycholan-24-oate OC1CC2CC[C@H]3[C@@H]4CC[C@H]([C@@H](CCC(=O)[O-])C)[C@]4(CC[C@@H]3[C@]2(CC1)C)C